5-[(3-carboxy-4-hydroxyphenyl)diazenyl]-2-hydroxybenzoic acid C(=O)(O)C=1C=C(C=CC1O)N=NC=1C=CC(=C(C(=O)O)C1)O